L-2,7-diaminoheptanoic acid N[C@H](C(=O)O)CCCCCN